4-(2-fluoropyridin-3-yl)isoindolin-1-one FC1=NC=CC=C1C1=C2CNC(C2=CC=C1)=O